N(=[N+]=[N-])[C@@H]1[C@H](O[C@H](C1)N1C(NC(C(=C1)C)=O)=O)COP1(OCC(CO1)CC(=O)OCCCC)=O butyl 2-(2-(((2S,3S,5R)-3-azido-5-(5-methyl-2,4-dioxo-3,4-dihydropyrimidin-1(2H)-yl)tetrahydrofuran-2-yl)methoxy)-2-oxido-1,3,2-dioxaphosphinan-5-yl)acetate